N-(1-hydroxybutan-2-yl)-thiazole-2-carboxamide OCC(CC)NC(=O)C=1SC=CN1